2,2-bis-(3-hydroxy-4-aminophenyl)propane OC=1C=C(C=CC1N)C(C)(C)C1=CC(=C(C=C1)N)O